3-(trifluoro-methyl)isothiazole-5-carbaldehyde FC(C1=NSC(=C1)C=O)(F)F